3-(pyrrolidin-3-yl-2,2,3,4,4,5,5-d7)-1H-indol-4-ol N1C(C(C(C1([2H])[2H])([2H])[2H])([2H])C1=CNC=2C=CC=C(C12)O)([2H])[2H]